FC(OC1=CC=C(C=C1)S(=O)(=O)N1CC2=C(C1)CN(C2)C(=O)NCC2=C(C=CC=C2)OC)F 5-[4-(Difluoromethoxy)benzenesulfonyl]-N-[(2-methoxyphenyl)methyl]-1H,2H,3H,4H,5H,6H-pyrrolo[3,4-c]pyrrole-2-carboxamide